[Co].[Sn].COC1=CC=C(CN2C=C(C3=C2N=CN=C3C=3C=NN(C3)C3CCNCC3)NC(C3=CC=C(C=C3)N3CCN(CC3)C)=O)C=C1 N-(7-(4-methoxybenzyl)-4-(1-(piperidin-4-yl)-1H-pyrazol-4-yl)-7H-pyrrolo[2,3-d]pyrimidin-5-yl)-4-(4-methylpiperazin-1-yl)benzamide tin cobalt